C(=O)O.C(C1=CC=CC=C1)C=1N=C2N(C=C(N=C2N)SC2CNCCC2)C1C(C)C benzyl-3-isopropyl-6-(piperidin-3-ylthio)imidazo[1,2-a]pyrazin-8-amine formate salt